ClC1=C(C=C2C(C(=CN(C2=C1)C1CC1)C(=O)N[C@@H]1CC[C@H](CC1)NC(COC1=CC(=C(C=C1)Cl)F)=O)=O)F trans-7-chloro-N-(4-(2-(4-chloro-3-fluorophenoxy)acetamido)cyclohexyl)-1-cyclopropyl-6-fluoro-4-oxo-1,4-dihydroquinoline-3-carboxamide